tert-butyl N-(3-formylphenyl)-N-methyl-carbamate Ditertbutyl-dicarbonate C(C)(C)(C)OC(=O)OC(=O)OC(C)(C)C.C(=O)C=1C=C(C=CC1)N(C(OC(C)(C)C)=O)C